2-{(R)-4-[4-(3-hydroxy-3-methyl-butyloxy)-2,6-dimethyl-phenyl]-indan-1-yl}-isoindole-1,3-dione OC(CCOC1=CC(=C(C(=C1)C)C1=C2CC[C@H](C2=CC=C1)N1C(C2=CC=CC=C2C1=O)=O)C)(C)C